(E)-N-(2-bromobenzyl)-N,N'-bis(2,6-diisopropylphenyl)formimidamide BrC1=C(CN(\C=N\C2=C(C=CC=C2C(C)C)C(C)C)C2=C(C=CC=C2C(C)C)C(C)C)C=CC=C1